FC1([C@@H]([C@@H](N(C1)C(C(C)C)=O)CC=1C(=C(C=CC1)C1=CC=CC=C1)F)NS(=O)(=O)CC)F N-[(2S,3R)-4,4-difluoro-2-[(2-fluoro[1,1'-biphenyl]-3-yl)methyl]-1-(2-methylpropanoyl)pyrrolidin-3-yl]ethanesulfonamide